N-benzyl-3-aminopropyl-triethoxysilane tert-butyl-4-(2-ethoxy-2-oxoethyl)-2,6-dimethyl-4-(nitromethyl)piperidine-1-carboxylate C(C)(C)(C)OC(=O)N1C(CC(CC1C)(C[N+](=O)[O-])CC(=O)OCC)C.C(C1=CC=CC=C1)NCCC[Si](OCC)(OCC)OCC